N-(1H-indol-4-yl)-2-(3-(4-methoxyphenyl)-6-oxopyridazin-1(6H)-yl)acetamide N1C=CC2=C(C=CC=C12)NC(CN1N=C(C=CC1=O)C1=CC=C(C=C1)OC)=O